tris(α-naphthyl)aluminum C1(=CC=CC2=CC=CC=C12)[Al](C1=CC=CC2=CC=CC=C12)C1=CC=CC2=CC=CC=C12